4-(4-fluorophenyl)-pyrrolidine-1-carboxylate FC1=CC=C(C=C1)C1CCN(C1)C(=O)[O-]